C(C)(C)(C)N(C(O)=O)C=1C(=NC(=CC1)Cl)Br.OCC1OC(CC1)CO 2,5-bishydroxymethyl-tetrahydrofuran tert-butyl-(2-bromo-6-chloropyridin-3-yl)carbamate